hydroxy-estra-5-ene OC[C@@]12CCC[C@H]1[C@@H]1CC=C3CCCC[C@@H]3[C@H]1CC2